3-Methoxybenzyl ((S)-3-cyclohexyl-1-oxo-1-(((S)-1-oxo-3-((S)-2-oxopyrrolidin-3-yl)propan-2-yl)amino)propan-2-yl)carbamate C1(CCCCC1)C[C@@H](C(N[C@H](C=O)C[C@H]1C(NCC1)=O)=O)NC(OCC1=CC(=CC=C1)OC)=O